3-{3-[(1-oxidothiomorpholin-4-yl)sulfonyl]phenyl}-3-[4-(7H-pyrrolo[2,3-d]pyrimidin-4-yl)-1H-pyrazol-1-yl]propanenitrile O=S1CCN(CC1)S(=O)(=O)C=1C=C(C=CC1)C(CC#N)N1N=CC(=C1)C=1C2=C(N=CN1)NC=C2